2-METHYL-2,3-DIHYDRO-1-BENZOFURAN-5-CARBALDEHYDE CC1OC2=C(C1)C=C(C=C2)C=O